CETYL-AMINE C(CCCCCCCCCCCCCCC)N